ClC1=NC=CC(=C1N1CCN(CC1)C1=NN=CN1C)C#N 2-chloro-3-[4-(4-methyl-1,2,4-triazol-3-yl)piperazin-1-yl]pyridine-4-carbonitrile